3-Chloro-2-isopropyl-5-(isoquinolin-3-yl)phenol ClC=1C(=C(C=C(C1)C=1N=CC2=CC=CC=C2C1)O)C(C)C